C(C)(C)(C)OC(N[C@@H](COCC1=C(C=C(C(=C1)[N+](=O)[O-])OC)F)C)=O N-[(1R)-2-[(2-fluoro-4-methoxy-5-nitro-phenyl)methoxy]-1-methyl-ethyl]carbamic acid tert-butyl ester